NC1=C(C=C(N=N1)C1=C(C=CC=C1)O)N1CC(N(C(C1)C)CC1=CC=CC=C1)C 2-(6-amino-5-(4-benzyl-3,5-dimethylpiperazin-1-yl)pyridazin-3-yl)phenol